1-(9Z,12Z,15Z-octadecatrienoyl)-2-(5Z,8Z,11Z,14Z,17Z-eicosapentaenoyl)-glycero-3-phospho-(1'-sn-glycerol) CC/C=C\C/C=C\C/C=C\CCCCCCCC(=O)OC[C@H](COP(=O)(O)OC[C@H](CO)O)OC(=O)CCC/C=C\C/C=C\C/C=C\C/C=C\C/C=C\CC